C1=CC=CC=2C3=CC=CC=C3C3=CC=CC=C3C12 triphenylen